1-oxo-1,2-dihydro-2,7-phenanthroline-6-carbonitrile O=C1NC=CC2=CC(=C3N=CC=CC3=C12)C#N